acetone semicarbazone CC(C)=NNC(=O)N